The molecule is a 1-phosphatidyl-1D-myo-inositol 4,5-bisphosphate in which the phosphatidyl acyl groups at positions 1 and 2 are specified as stearoyl and arachidonoyl respectively. It derives from an arachidonic acid and an octadecanoic acid. It is a conjugate acid of a 1-stearoyl-2-arachidonoyl-sn-glycero-3-phospho-1D-myo-inositol 4,5-biphosphate(5-). CCCCCCCCCCCCCCCCCC(=O)OC[C@H](COP(=O)(O)O[C@@H]1[C@@H]([C@@H]([C@H]([C@@H]([C@H]1O)OP(=O)(O)O)OP(=O)(O)O)O)O)OC(=O)CCC/C=C\\C/C=C\\C/C=C\\C/C=C\\CCCCC